CC(C)(COP(=O)([O-])OP(=O)([O-])OC[C@@H]1[C@H]([C@H]([C@@H](O1)N2C=NC3=C(N=CN=C32)N)O)OP(=O)([O-])[O-])[C@H](C(=O)NCCC(=O)NCCSC(=O)CCCCCCCC=C)O The molecule is an unsaturated fatty acyl-CoA(4-) arising from deprotonation of the phosphate and diphosphate OH groups of 9-decenoyl-CoA; major species at pH 7.3. It is an unsaturated fatty acyl-CoA(4-) and a medium-chain fatty acyl-CoA(4-). It is a conjugate base of a 9-decenoyl-CoA.